Cl.C(C1=CC=CC=C1)N1C[C@@H]([C@@H](CC1)C)NC (3R,4R)-1-benzyl-N,4-dimethylpiperidin-3-amine hydrochloride